2-oxo-N-(5-(3-(piperidine-1-carbonyl)pyrazolo[1,5-a]pyridin-7-yl)pyridin-3-yl)piperidine-4-carboxamide O=C1NCCC(C1)C(=O)NC=1C=NC=C(C1)C1=CC=CC=2N1N=CC2C(=O)N2CCCCC2